C(C1=CC=CC=C1)OC=1C(C=CN2NCN(C(C21)=O)CCOC2=CC=CC=C2)=O 5-(benzyloxy)-3-(2-phenoxyethyl)-2,3-dihydro-1H-pyrido[2,1-f][1,2,4]triazine-4,6-dione